4-(7-chloro-9,9-dimethyl-9H-fluoren-2-yl)-9-(2-(phenanthrene-9-yl)phenyl)-9H-carbazole ClC1=CC=C2C=3C=CC(=CC3C(C2=C1)(C)C)C1=CC=CC=2N(C3=CC=CC=C3C12)C1=C(C=CC=C1)C=1C2=CC=CC=C2C=2C=CC=CC2C1